(R)-5-bromo-2-(sec-butyl)-2H-indazole-3-carboxylic acid methyl ester COC(=O)C=1N(N=C2C=CC(=CC12)Br)[C@H](C)CC